2,5-diiodobenzene-carboxamide IC1=C(C=C(C=C1)I)C(=O)N